O[C@H]1[C@@H]([C@H]2[C@H]([C@H]([C@H]3[C@@H]4CC[C@H]([C@@H](CCC(=O)NS(=O)(=O)C5=CC(=CC=C5)C(F)(F)F)C)[C@]4(CC[C@@H]3[C@]2(CC1)C)C)O)CC)F N-(3α,7α-dihydroxyl-4β-fluoro-6α-ethyl-5β-cholan-24-oyl)-3-trifluoromethylphenyl-sulfonamide